Cl.CN(C)CC=1C=C(C(=O)O)C=CC1 3-((dimethylamino)methyl)benzoic acid hydrochloride